OC(CCC)C1=NC=C(C(=N1)C)C=1C=NC2=CC(=NC=C2C1)NC(=O)C1CC1 N-{3-[2-(1-hydroxybutyl)-4-methylpyrimidin-5-yl]-1,6-naphthyridin-7-yl}cyclopropanecarboxamide